CN1CCN(CC1)C1CCN(CC1)CC(=O)N 2-(4-(4-methylpiperazin-1-yl)piperidin-1-yl)acetamide